Tert-butyl ((7-bromo-5-cyano-4-oxo-3,4-dihydrophthalazin-1-yl)methyl)(tert-butoxycarbonyl)carbamate BrC1=CC(=C2C(NN=C(C2=C1)CN(C(OC(C)(C)C)=O)C(=O)OC(C)(C)C)=O)C#N